CC(C(C)NC1CCC(CC1)N)(C)C N-(3,3-dimethylbut-2-yl)cyclohexane-1,4-diamine